1-(4-((4-(4-(2-amino-4-(difluoromethyl)pyrimidin-5-yl)-6-morpholino-1,3,5-triazin-2-yl)piperazin-1-yl)methyl)piperidin-1-yl)heptane-1,4-dione NC1=NC=C(C(=N1)C(F)F)C1=NC(=NC(=N1)N1CCOCC1)N1CCN(CC1)CC1CCN(CC1)C(CCC(CCC)=O)=O